N-[(4-aminophenyl)methanesulfonyl]-2-[(1R,3R)-1-ethoxy-3-[(2S,3S)-N-hexyl-3-methyl-2-{[(2R)-1-methylpiperidin-2-yl]formamido}pentanamido]-4-methylpentyl]-1,3-thiazole-4-carboxamide NC1=CC=C(C=C1)CS(=O)(=O)NC(=O)C=1N=C(SC1)[C@@H](C[C@H](C(C)C)N(C([C@H]([C@H](CC)C)NC(=O)[C@@H]1N(CCCC1)C)=O)CCCCCC)OCC